NC=1C(=NN(C1C1=C(C=CC(=C1)Br)NC(OC(C)(C)C)=O)COCC[Si](C)(C)C)C tert-butyl (2-(4-amino-3-methyl-1-((2-(trimethylsilyl)ethoxy)methyl)-1H-pyrazol-5-yl)-4-bromophenyl)carbamate